9-(4-((1-(3-Fluoropropyl)azetidin-3-yl)methyl)phenyl)-8-(1H-pyrrol-2-yl)-6,7-dihydro-5H-benzo[7]annulen FCCCN1CC(C1)CC1=CC=C(C=C1)C1=C(CCCC2=C1C=CC=C2)C=2NC=CC2